BrC1=CC(=NC=C1)C#CCC[C@@H](C)NC(OC(C)(C)C)=O tert-butyl (R)-(6-(4-bromopyridin-2-yl)hex-5-yn-2-yl)carbamate